Camphorsulphonic acid C12(C(=O)CC(CC1)C2(C)C)CS(=O)(=O)O